FC1=C2C3=C(NC2=C(C=C1F)NC)N=CC=C3 5,6-difluoro-N-methyl-9H-pyrido[2,3-b]Indol-8-amine